4-((2-((5-chloro-1-((1s,4s)-1-(ethylimino)-1-oxidotetrahydro-1λ6-thiopyran-4-yl)-1H-pyrazol-4-yl)amino)-5-(trifluoromethyl)pyrimidin-4-yl)oxy)cyclohexane-1-one ClC1=C(C=NN1[C@H]1CC[S@@](C=C1)(=O)=NCC)NC1=NC=C(C(=N1)OC1CCC(CC1)=O)C(F)(F)F